(6-fluoro-2,3-dihydro-1H-pyrrolo[2,1-a]isoindol-9b(5H)-yl)methanol FC1=C2CN3C(C2=CC=C1)(CCC3)CO